4-(2-(2-chloro-4-fluorophenyl)pyrrolidin-1-yl)-2-fluoro-N-((R,E)-4-(methylsulfonyl)but-3-en-2-yl)benzamide ClC1=C(C=CC(=C1)F)C1N(CCC1)C1=CC(=C(C(=O)N[C@H](C)\C=C\S(=O)(=O)C)C=C1)F